C(C=C)(=O)OC1=C(C=CC=C1)C1=CC=CC=C1 ortho-phenyl-phenol acrylate